C(C#C)SC1=NC(=CC(=N1)N/N=C/C1=NC=CC=C1)C(F)(F)F (E)-2-(prop-2-yn-1-ylsulfanyl)-4-(2-(pyridin-2-ylmethylene)hydrazino)-6-(trifluoromethyl)pyrimidine